cyclopent-1-ene-1-carboxylate C1(=CCCC1)C(=O)[O-]